3-(2-(chloro(cyclopentyl)methoxy)-2,2-diphenylacetoxy)spiro[bicyclo[3.2.1]octane-8,1'-pyrrolidin]-8-ium formate C(=O)[O-].ClC(OC(C(=O)OC1CC2CCC(C1)[N+]21CCCC1)(C1=CC=CC=C1)C1=CC=CC=C1)C1CCCC1